C(C)OC(COC1=CSC=C1)OCC 3-(2,2-diethoxyethoxy)thiophene